tert-butyl 4-[6-(2,6-dibenzyloxy-3-pyridyl)-1,3-benzoxazol-2-yl]piperazine-1-carboxylate C(C1=CC=CC=C1)OC1=NC(=CC=C1C1=CC2=C(N=C(O2)N2CCN(CC2)C(=O)OC(C)(C)C)C=C1)OCC1=CC=CC=C1